ClC1=C(C=2N(C=C1)C=NC2CNC(=O)C=2C=NN(C2)CC=2N=C1N(N=C(C=C1)C1CC1)C2)F N-((7-chloro-8-fluoroimidazo[1,5-a]pyridin-1-yl)methyl)-1-((6-cyclopropylimidazo[1,2-b]pyridazin-2-yl)methyl)-1H-pyrazole-4-carboxamide